C1(CCCC1)C(C)N1C(C2=C(CCC1)C(=CN2)C2=NC(=NC=C2C(F)(F)F)N[C@@H]2CNC(CC2)(C)C)=O 7-(1-cyclopentylethyl)-3-(2-{[(3S)-6,6-dimethylpiperidin-3-yl]amino}-5-(trifluoromethyl)pyrimidin-4-yl)-1H,4H,5H,6H,7H,8H-pyrrolo[2,3-c]azepin-8-one